CS(=O)(=O)N1C=NC=C1 1-methylsulfonyl-imidazole